4-ethylthiazol-2-amine C(C)C=1N=C(SC1)N